NC(CC[C@@H](C1=CC=CC=C1)NC(=O)N1CC2=CC(=CC(=C2CC1)C1=CC=C(C=C1)C(F)(F)F)C=1N=COC1)=O (S)-N-(4-Amino-4-oxo-1-phenylbutyl)-7-(oxazol-4-yl)-5-(4-(trifluoromethyl)phenyl)-3,4-dihydroisoquinoline-2(1H)-carboxamide